NC1=CC=C(C(=O)NCC#C)C=C1 4-amino-N-(prop-2-yn-1-yl)benzamide